N1(CCCC2=NC=CC=C12)C1=NNC2=NC(=CN=C21)N2CCC1(CC2)[C@H]([C@@H]2CC2C1)NC(OC(C)(C)C)=O |&1:25| tert-butyl ((1R,SR)-1'-(3-(3,4-dihydro-1,5-naphthyridin-1(2H)-yl)-1H-pyrazolo[3,4-b]pyrazin-6-yl)spiro[bicyclo[3.1.0]hexane-3,4'-piperidin]-2-yl)carbamate